COC1=C(C(=CC(=C1)CCCCC)OC)C=1C(=CC=C(C1)C)C#N 2',6'-dimethoxy-5-methyl-4'-pentyl-[1,1'-biphenyl]-2-carbonitrile